BrC1=CC(=C(C=C1)N1C(=NC(=C1)C(=O)OCC)CC)OC Ethyl 1-(4-bromo-2-methoxyphenyl)-2-ethyl-1H-imidazole-4-carboxylate